(2R,3R,4S,5S,6R)-2-(2-(diethoxyphosphoryl)ethyl)-6-(2-methyl-4-nitrophenoxy)tetrahydro-2H-pyran-3,4,5-triyl triacetate C(C)(=O)O[C@@H]1[C@H](O[C@@H]([C@H]([C@H]1OC(C)=O)OC(C)=O)OC1=C(C=C(C=C1)[N+](=O)[O-])C)CCP(=O)(OCC)OCC